(4-(((1R,3R)-3-aminocyclohexyl)amino)-1H-pyrrolo[2,3-b]pyridin-3-yl)(2-chloro-4-phenoxyphenyl)methanone N[C@H]1C[C@@H](CCC1)NC1=C2C(=NC=C1)NC=C2C(=O)C2=C(C=C(C=C2)OC2=CC=CC=C2)Cl